2-bromoethoxy-tert-butyl-diphenyl-silane BrCCO[Si](C1=CC=CC=C1)(C1=CC=CC=C1)C(C)(C)C